COC(=O)C1=C(SC2=C1C=CC(=C2Cl)O)N(CC2=CC=C(C=C2)C(C)C)C(C)=O 2-[acetyl-(4-isopropylbenzyl)amino]-7-chloro-6-hydroxy-1-benzothiophene-3-carboxylic acid methyl ester